4-(6-bromo-2,3-dihydropyrido[2,3-e][1,4]oxazepin-1(5H)-yl)-6-chloro-7-hydroxy-1-methylquinazolin-2(1H)-one BrC1=CC=NC=2N(CCOCC21)C2=NC(N(C1=CC(=C(C=C21)Cl)O)C)=O